(2S)-2-[4-bromo-2-(1,1-difluoropropyl)-5-fluorophenoxy]-N-cyanopropanamide BrC1=CC(=C(O[C@H](C(=O)NC#N)C)C=C1F)C(CC)(F)F